C(#N)C(C(=O)N)N1CC(C(CC1)CNC1=NC=NC(=C1F)N(CC1=CC=C(C=C1)C(F)(F)F)CC)O 2-cyano-2-(4-(((6-(ethyl(4-(trifluoromethyl)benzyl)amino)-5-fluoropyrimidin-4-yl)amino)methyl)-3-hydroxypiperidin-1-yl)acetamide